FC(C=1N=CC(=NC1)C1=CC=C(C=C1)C1CN(C1)C(=O)OC(C)(C)C)(F)F Tert-Butyl 3-[4-[5-(trifluoromethyl)pyrazin-2-yl]phenyl]azetidine-1-carboxylate